ClC([C@@H](C)CC(=O)[O-])=O (S)-1-chloro-1-oxopropan-2-ylacetate